2-chloro-6,7-dimethyl-4-(6-(trifluoromethyl)pyridin-3-yl)pteridine ClC1=NC2=NC(=C(N=C2C(=N1)C=1C=NC(=CC1)C(F)(F)F)C)C